COC=1C=C(CN(C2=CC=C(COCCOC=3C=C(N(C)C)C=CC3)C=C2)CC2=CC=C3C=CC=NC3=C2)C=CC1 3-(2-(4-((3-methoxybenzyl)(quinolin-7-ylmethyl)amino)benzyloxy)ethoxy)-N,N-dimethylaniline